4-(2-(2-(2-isopropylphenyl)-4-(4-(oxetan-3-yloxy)benzyl)piperazin-1-yl)-7-azaspiro[3.5]nonan-7-yl)benzamide C(C)(C)C1=C(C=CC=C1)C1N(CCN(C1)CC1=CC=C(C=C1)OC1COC1)C1CC2(C1)CCN(CC2)C2=CC=C(C(=O)N)C=C2